NC1=NC(=NN2C1=NC=C2CC=2C=C(C(=NC2)N2CCN(CC2)C(CNC)=O)C)OC(CC)CC 1-(4-(5-((4-amino-2-(pentan-3-yloxy)imidazo[2,1-f][1,2,4]triazin-7-yl)methyl)-3-methylpyridin-2-yl)piperazin-1-yl)-2-(methylamino)ethan-1-one